C(CCCCCCC)C(C(=O)N)CCCCCC octyl-octanamide